ethylene glycol bis-mercaptopropionate SC(C(=O)OCCO)(C)S